N-(5-((6-((R)-3-(3-chlorophenyl)isoxazolidine-2-yl)pyrimidine-4-yl)amino)-2-(4-ethylpiperazine-1-yl)-4-methoxyphenyl)acrylamide ClC=1C=C(C=CC1)[C@@H]1N(OCC1)C1=CC(=NC=N1)NC=1C(=CC(=C(C1)NC(C=C)=O)N1CCN(CC1)CC)OC